(R)-4-(3-fluoro-5-(trifluoromethyl)benzyl)-2-methylpiperazine-1-carboxylic acid 5-carbamoylpyridin-3-yl ester C(N)(=O)C=1C=C(C=NC1)OC(=O)N1[C@@H](CN(CC1)CC1=CC(=CC(=C1)C(F)(F)F)F)C